[7-[(5-Chloro-2-pyridyl)methyl]-2-azaspiro[3.5]nonan-2-yl]-[(3S)-3-(1H-1,2,4-triazol-5-yl)pyrrolidin-1-yl]methanone ClC=1C=CC(=NC1)CC1CCC2(CN(C2)C(=O)N2C[C@H](CC2)C2=NC=NN2)CC1